C1=NC=C(C12CNC=C2)C#N 2,7-diazaspiro[4.4]non-1,3,8-triene-4-nitrile